ClC1=C(OC2=NC=C(C(=C2)S(=O)(=O)NC2CCOCC2)O)C(=CC(=C1)N1N=C(C(NC1=O)=O)C(F)F)Cl 2-(2,6-dichloro-4-(6-(difluoromethyl)-3,5-dioxo-4,5-dihydro-1,2,4-triazin-2(3H)-yl)phenoxy)-5-hydroxy-N-(tetrahydro-2H-pyran-4-yl)pyridine-4-sulfonamide